NC1=NC=C(C#N)C(=C1)Br 6-amino-4-bromonicotinonitrile